3-(2-bromo-5-chlorophenyl)-6-isopropyl-7H-[1,2,4]triazolo[3,4-b][1,3,4]thiadiazine BrC1=C(C=C(C=C1)Cl)C1=NN=C2SCC(=NN21)C(C)C